C1(CC1)C(=O)NC1=NC=C(C(=O)NOC)C(=C1)NC1=C(C(=CC=C1)C)N(S(=O)(=O)C)C 6-(Cyclopropanecarboxamido)-N-methoxy-4-((3-methyl-2-(N-methylmethylsulfonamido)phenyl)amino)nicotinamide